4-amino-3,3-difluoro-2-(4-(trifluoromethyl)phenyl)butan-2-ol NCC(C(C)(O)C1=CC=C(C=C1)C(F)(F)F)(F)F